ClC=1C(=C(C(=CC1)OC)C1=CC(=NC=C1C(=O)NC=1SC(=NN1)C(C)C)C)F 4-(3-Chloro-2-fluoro-6-methoxyphenyl)-N-(5-isopropyl-1,3,4-thiadiazol-2-yl)-6-methylnicotinamide